N[C@@H](CCCNC(N)=N)C(=O)Cl Arginin chlorid